CS(=O)(=O)[O-].C(CCC)[P+](CCCC)(CCCC)CCCC Tetrabutyl-phosphonium methanesulfonate